C(C)N(C(C1=C(C=CC(=C1)F)N1C(=C(C=2C1=CN=CC2)C(=O)[C@H]2C[C@@H](N(CC2)C(=O)[C@H]2N[C@H](CC2)C)C)C)=O)C(C)C |&1:22| N-ethyl-5-fluoro-N-isopropyl-2-(2-methyl-3-((2S,4RS)-2-methyl-1-((2S,5S)-5-methylpyrrolidine-2-carbonyl)piperidine-4-carbonyl)-1H-pyrrolo[2,3-c]pyridin-1-yl)benzamide